OC(C#CC=1C=C(C=2N(C1)N=CC2C#N)B2OC(C(O2)(C)C)(C)C)(C)C 6-(3-hydroxy-3-methylbut-1-yn-1-yl)-4-(4,4,5,5-tetramethyl-1,3,2-dioxaborolane-2-yl)pyrazolo[1,5-a]pyridine-3-carbonitrile